4-(4-hydroxybenzoyl)-phenol OC1=CC=C(C(=O)C2=CC=C(C=C2)O)C=C1